ClC1=CC=C(C=N1)CN1/C(/SCC1)=N/C#N (Z)-3-(6-chloro-3-pyridylmethyl)-1,3-thiazolidin-2-ylidenecyanamide